(R)-3-amino-5,5-difluorocyclohex-1-ene-1-carboxylic acid hydrochloride Cl.N[C@H]1C=C(CC(C1)(F)F)C(=O)O